C(C)OC1=CC=C2OC=3C=CC=CC3C(C2=C1)=O 7-ethoxyxanthone